rac-Ethyl 2-(4,7-dichloro-6-(4-(2-(2-hydroxy-7-azaspiro[3.5]nonan-7-yl)ethoxy)phenyl)-2H-indazol-2-yl)-2-((R)-6-fluoro-6,7-dihydro-5H-pyrrolo[1,2-c]imidazol-1-yl)acetate ClC=1C2=CN(N=C2C(=C(C1)C1=CC=C(C=C1)OCCN1CCC2(CC(C2)O)CC1)Cl)[C@@H](C(=O)OCC)C1=C2N(C=N1)C[C@@H](C2)F |&1:30|